ClC=1C(=NC=C(C1)F)C(C(=O)O)(C)C 2-(3-chloro-5-fluoropyridin-2-yl)-2-methylpropanoic acid